C[C@]12CC[C@H]3[C@H]([C@@H]1C[C@H]([C@H]2O)O)CCC4=C3C=CC(=C4)O The molecule is a 16alpha-hydroxy steroid that is estriol in which the hydroxy group at position 17 has been epimersied from beta- to alpha- configuration. It is a metabolite of estradiol and a selective estrogen receptor beta (ER-beta) agonist. It has a role as an estrogen receptor agonist, a human urinary metabolite and an estrogen. It is a 16alpha-hydroxy steroid, a 17alpha-hydroxy steroid and a 3-hydroxy steroid. It derives from a hydride of an estrane.